2-((6-(4-((((2-chlorobenzyl)oxy)carbonyl)amino)-3-methylisoxazol-5-yl)pyridin-3-yl)carbamoyl)cyclohexane ClC1=C(COC(=O)NC=2C(=NOC2C2=CC=C(C=N2)NC(=O)C2CCCCC2)C)C=CC=C1